(R,S)-4-((2-Iodophenyl)((8-methyl-4-oxochroman-7-yl)oxy)methyl)benzamide IC1=C(C=CC=C1)[C@@H](C1=CC=C(C(=O)N)C=C1)OC1=CC=C2C(CCOC2=C1C)=O